(Z)-2-cyano-3-hydroxy-3-(5-methylisoxazol-4-yl)-N-(1-methyl-2-oxo-4-pyridinyl)prop-2-enamide C(#N)/C(/C(=O)NC1=CC(N(C=C1)C)=O)=C(\C=1C=NOC1C)/O